C1(CC1)C=1C=CC=2N(C1)C=C(N2)CC2=CC(=NC=N2)NC(C)=O N-(6-((6-cyclopropylimidazo[1,2-a]pyridin-2-yl)methyl)pyrimidin-4-yl)acetamide